ClC1=NC(=NC(=C1F)C)C(C)(F)F 4-Chloro-2-(1,1-difluoroethyl)-5-fluoro-6-methylpyrimidine